3-fluoro-2-(6-fluoro-4-((R)-2-methylpiperazin-1-yl)-2-((tetrahydro-2H-pyran-3-yl)methoxy)pyrido[2,3-d]pyrimidin-7-yl)phenol FC=1C(=C(C=CC1)O)C=1C(=CC2=C(N=C(N=C2N2[C@@H](CNCC2)C)OCC2COCCC2)N1)F